(3-(1-cyclopropyl-1H-imidazol-4-yl)-1-(4-(trifluoromethyl)phenyl)-1H-indol-5-yl)acrylamide C1(CC1)N1C=NC(=C1)C1=CN(C2=CC=C(C=C12)C(C(=O)N)=C)C1=CC=C(C=C1)C(F)(F)F